C(#N)C1=CC(=C(C=C1)NS(=O)(=O)C1=CNC(=C1F)C1=CC=CC=C1)F N-(4-cyano-2-fluorophenyl)-4-fluoro-5-phenyl-1H-pyrrole-3-sulfonamid